2'-(1H-1,3-benzodiazol-2-yl)-5'-chloro-4-{[1-(pyridin-2-yl)propyl]carbamoyl}-[1,1'-biphenyl]-2-carboxylic acid N1C(=NC2=C1C=CC=C2)C2=C(C=C(C=C2)Cl)C=2C(=CC(=CC2)C(NC(CC)C2=NC=CC=C2)=O)C(=O)O